C1(CCCC1)CCOC1=C(C=C2C=C(C(=C(C2=C1)F)N1CC(NS1(=O)=O)=O)O)O 5-[7-(2-cyclopentylethoxy)-1-fluoro-3,6-dihydroxynaphthalen-2-yl]-1λ6,2,5-thiadiazolidine-1,1,3-trione